C(C(C)C)OC=1C=C(C=2N(C1)N=CC2C#N)C=2C=NC(=CC2)N2CCNCC2 6-isobutoxy-4-(6-(piperazin-1-yl)pyridin-3-yl)pyrazolo[1,5-a]pyridine-3-carbonitrile